C1(=CC=CC=C1)S(=O)(=O)OC1=C(C=C(C=C1)NC(NC1=CC(=C(C=C1)OS(=O)(=O)C1=CC=CC=C1)CC)=O)CC bis-[4-(benzenesulfonyloxy)-3-ethyl-phenyl]urea